COC1=C(C=C(C=C1)S(=O)(=O)C)N1N=C(C=2C=NC(=CC21)C=2C=NN1C2N=CC=C1)NCCN1CCOCC1 1-(2-methoxy-5-(methylsulfonyl)phenyl)-N-(2-morpholinoethyl)-6-(pyrazolo[1,5-a]pyrimidin-3-yl)-1H-pyrazolo[4,3-c]pyridin-3-amine